(5-Fluoropyridin-2-yl)(8-methyl-3-(3-methyl-1,2,4-thiadiazol-5-yl)-5,6-dihydroimidazo[1,5-a]pyrazin-7(8H)-yl)methanone FC=1C=CC(=NC1)C(=O)N1C(C=2N(CC1)C(=NC2)C2=NC(=NS2)C)C